CC1=C(CNN)C=CC(=C1)C 1-(2,4-dimethylbenzyl)hydrazine